(2S)-N-(1-(3-acetylphenyl)-5-(1-methyl-3-(pyridin-2-yl)-1H-1,2,4-triazol-5-yl)pent-3-yl)-2-(6-methoxynaphthalen-2-yl)propionamide C(C)(=O)C=1C=C(C=CC1)CCC(CCC1=NC(=NN1C)C1=NC=CC=C1)NC([C@@H](C)C1=CC2=CC=C(C=C2C=C1)OC)=O